4-(4-(benzo[d]thiazol-2-ylcarbamoyl)-3-chlorobenzylidene)-N-(4-fluorophenyl)piperidine-1-carboxamide S1C(=NC2=C1C=CC=C2)NC(=O)C2=C(C=C(C=C1CCN(CC1)C(=O)NC1=CC=C(C=C1)F)C=C2)Cl